acryloyloxypropyl-N,N-dimethylammonium C(C=C)(=O)OCCC[NH+](C)C